C(C)(=O)OC(CCl)COC1=C(C=C(C=C1Cl)C(C)(C)C1=CC=C(C=C1)OCC(COC(C)C)O)Cl 1-chloro-3-(2,6-dichloro-4-(2-(4-(2-hydroxy-3-isopropoxypropoxy)phenyl)propan-2-yl)phenoxy)propan-2-yl acetate